1-(2-bromotetrafluoroethyl)-1,2,4-triazole BrC(C(N1N=CN=C1)(F)F)(F)F